di(1H-indol-3-yl)methane N1C=C(C2=CC=CC=C12)CC1=CNC2=CC=CC=C12